C(C(=C)C)(=O)NCCOC(NCC1=CC=C(C=C1)CN1C(=NC=2C(=NC=3C=CC=CC3C21)N)C2COCC2)=O 4-((4-amino-2-(tetrahydrofuran-3-yl)-1H-imidazo[4,5-c]Quinolin-1-yl)methyl)benzylcarbamic acid 2-methacrylamidoethyl ester